1,5-diisocyanopentane [N+](#[C-])CCCCC[N+]#[C-]